2,4-dihydroxybenzene-1,5-disulfonic acid OC1=C(C=C(C(=C1)O)S(=O)(=O)O)S(=O)(=O)O